N-(2-(2-fluoro-5-methoxypyridin-3-yl)ethyl)-6-(4-(1-hydroxyethyl)phenyl)pyrazine-2-carboxamide FC1=NC=C(C=C1CCNC(=O)C1=NC(=CN=C1)C1=CC=C(C=C1)C(C)O)OC